((3R)-4-amino-3-methyl-1,3-dihydrofuro[3,4-c]quinolin-8-yl)((3R,3aS,7aR)-3-phenylhexahydropyrano[4,3-b]pyrrol-1(4H)-yl)methanone NC1=NC=2C=CC(=CC2C2=C1[C@H](OC2)C)C(=O)N2[C@H]1[C@H]([C@@H](C2)C2=CC=CC=C2)COCC1